2-Methylaminoethan CNCC